5-Oxo-tetrahydro-2-furancarboxylic acid O=C1CCC(O1)C(=O)O